CN(C(=O)C=1C=C(OCCNC(OCC2=CC=CC=C2)=O)C=CC1)C benzyl (2-(3-(dimethylcarbamoyl)phenoxy)ethyl)carbamate